tert-butyl (R)-3-(2,4-difluorophenyl)piperazine-1-carboxylate FC1=C(C=CC(=C1)F)[C@@H]1CN(CCN1)C(=O)OC(C)(C)C